FC1=C(C=CC=C1)N1C(SC(=C1C=1C=C(C(=O)NCCCCC2=CC=CC=C2)C=CC1)C)=O 3-(3-(2-fluorophenyl)-5-methyl-4-thiazolinonyl)-N-(4-phenylbutyl)benzamide